N1(N=NC2=C1C=CC=C2)O[P+](N2CCCC2)(N2CCCC2)N2CCCC2 benzotriazol-1-yloxy(tripyrrolidin-1-yl)phosphonium